Cl.FC=1C=C(OC2=CC=C3CCNCC3=C2)C=CC1C(F)(F)F 7-[3-fluoro-4-(trifluoromethyl)phenoxy]-1,2,3,4-tetrahydroisoquinoline hydrochloride